C1(=CC=CC=C1)C1=CC=CC(=C1C(=O)O)CCC(CC)=O 6-phenyl-2-(3-oxopentyl)benzoic acid